[Al].[Ni].[Zn] zinc-nickel-aluminum